2-chloro-1-(7-(4-((4-chlorophenyl)amino)tetrahydro-2H-pyran-4-carbonyl)-2,7-diazaspiro[3.5]nonan-2-yl)ethan-1-one ClCC(=O)N1CC2(C1)CCN(CC2)C(=O)C2(CCOCC2)NC2=CC=C(C=C2)Cl